2-({6-[(1,3-Benzothiazol-2-yl)amino]-4,5-dimethylpyridazin-3-yl}amino)-1,3-thiazole-4-carboxylic acid S1C(=NC2=C1C=CC=C2)NC2=C(C(=C(N=N2)NC=2SC=C(N2)C(=O)O)C)C